N'-(3,5-dimethylphenyl)urea CC=1C=C(C=C(C1)C)NC(N)=O